1-(3-Cyanophenyl)-N-(2,3,6-trifluoro-4-(2-(((3S,5S)-5-fluoropiperidin-3-yl)amino)-8-isopropyl-7-oxo-7,8-dihydropyrido[2,3-d]pyrimidin-6-yl)phenyl)methanesulfonamide C(#N)C=1C=C(C=CC1)CS(=O)(=O)NC1=C(C(=C(C=C1F)C1=CC2=C(N=C(N=C2)N[C@@H]2CNC[C@H](C2)F)N(C1=O)C(C)C)F)F